ClC=1C=C(C(=O)N(C)C)C=C(N1)N(C)C1CC1 2-Chloro-6-(cyclopropyl-(methyl)amino)-N,N-dimethylisonicotinamide